C(C1=CC=CC=C1)N1CCC(CC1)N1C(CCC1)=O 1-(1-Benzylpiperidin-4-yl)pyrrolidin-2-one